(2,6,6-trimethyl-1-cyclohex-2-enyl)pent-1-en-3-one CC=1C(C(CCC1)(C)C)C=CC(CC)=O